FC=1C=C2C(C(=CN(C2=CC1N1[C@H](CCC1)COC1=NC=CC=C1)C=1C(=C2CCNC2=CC1)F)C(=O)O)=O (R)-6-fluoro-1-(4-fluoroindolin-5-yl)-4-oxo-7-(2-((pyridin-2-yloxy)methyl)pyrrolidin-1-yl)-1,4-dihydroquinoline-3-carboxylic acid